N,N'-bis(4-methoxybenzyl)-N,N'-bis(2-thienylmethyl)hexanediamide COC1=CC=C(CN(C(CCCCC(=O)N(CC=2SC=CC2)CC2=CC=C(C=C2)OC)=O)CC=2SC=CC2)C=C1